1,2-bis(4-butenylphenyl)acetylene C(=CCC)C1=CC=C(C=C1)C#CC1=CC=C(C=C1)C=CCC